(1S,2R)-2-fluoro-N-[3-(5-fluoro-4-methylpyridin-3-yl)-1-methyl-2-oxo-1,6-naphthyridin-7-yl]cyclopropane-1-carboxamide F[C@H]1[C@@H](C1)C(=O)NC1=NC=C2C=C(C(N(C2=C1)C)=O)C=1C=NC=C(C1C)F